1-(3-bromophenyl)cyclobutanecarbohydrazide BrC=1C=C(C=CC1)C1(CCC1)C(=O)NN